OC(C(=O)N1[C@@H]([C@@H](CC1)NS(=O)(=O)C)CC=1C(=C(C=CC1)C1=CC(=CC(=C1)F)F)F)(C)C N-{(2R,3R)-1-(2-hydroxy-2-methylpropanoyl)-2-[(2,3',5'-trifluoro[1,1'-biphenyl]-3-yl)methyl]pyrrolidin-3-yl}methanesulfonamide